CC1=NN=C(S1)C=1C=C2C=C(N=CC2=CC1)NC(=O)[C@@H]1CC[C@H](CC1)CN1CCN(CC1)C trans-N-(6-(5-methyl-1,3,4-thiadiazol-2-yl)isoquinolin-3-yl)-4-((4-methylpiperazin-1-yl)methyl)cyclohexane-1-carboxamide